NC1=C(C=C(N=N1)C1=C(C=CC=C1)O)N1CC2(C1)CN(C2)C2=CC(=NC=C2)C#CCN2CCCCCC2 2-[6-amino-5-[6-[2-[3-(azepan-1-yl)prop-1-ynyl]-4-pyridyl]-2,6-diazaspiro[3.3]heptan-2-yl]pyridazin-3-yl]phenol